2-[[3-chloro-4-[3-(hydroxymethyl)isoxazol-5-yl]phenyl]methyl]morpholine-4-carboxylate ClC=1C=C(C=CC1C1=CC(=NO1)CO)CC1CN(CCO1)C(=O)[O-]